ethyl 5-oxo-2-(4-(pyridin-2-yloxy) phenyl)-4,5-dihydropyrazolo[1,5-a]pyrimidine-6-carboxylate O=C1NC=2N(C=C1C(=O)OCC)N=C(C2)C2=CC=C(C=C2)OC2=NC=CC=C2